3-(3,5-dimethyl-1-(3-methyl-[1,2,4]triazolo[4,3-b]pyridazin-6-yl)-1H-pyrazol-4-yl)-1-(4-(3-iodobenzyl)piperazin-1-yl)propan-1-one CC1=NN(C(=C1CCC(=O)N1CCN(CC1)CC1=CC(=CC=C1)I)C)C=1C=CC=2N(N1)C(=NN2)C